C(C)(C)(C)OC(=O)N[C@H](CC(=O)OC(C)(C)C)CO tert-butyl (R)-3-((tert-butoxycarbonyl)amino)-4-hydroxybutanoate